octyltributyl-phosphine chloride [Cl-].C(CCCCCCC)C(CCC)P(CCCC)CCCC